O=C1NC(CCC1N1C(C2=CC=CC(=C2C1=O)SCCOCCOCCOCC(=O)O)=O)=O 2-(2-(2-(2-((2-(2,6-dioxopiperidin-3-yl)-1,3-dioxoisoindolin-4-yl)thio)ethoxy)ethoxy)ethoxy)acetic acid